NC[C@@H]1CN(C[C@@H]1O)C(=O)OC(C)(C)C tert-butyl (3R,4R)-3-(aminomethyl)-4-hydroxypyrrolidine-1-carboxylate